FC(C(=O)O)(F)F.N[C@]1(CN(C[C@@H]1CCCB(O)O)S(N(CC(C)C)C1CNC1)(=O)=O)C(=O)O (3R,4S)-3-amino-1-(N-(azetidin-3-yl)-N-isobutylsulfamoyl)-4-(3-boronopropyl)pyrrolidine-3-carboxylic acid, 2,2,2-trifluoroacetic acid salt